S1C2=C(C=C1)C(=CC=C2)N2CCN(CC2)CCCCOC2=CC=C1C(CC(N(C1=C2)COC(C)C)=O)(C)C 7-[4-(4-Benzo[b]thiophen-4-ylpiperazin-1-yl)butoxy]-1-isopropoxymethyl-4,4-dimethyl-3,4-dihydro-1H-quinolin-2-one